sebacic acid (sebacate) C(CCCCCCCCC(=O)O)(=O)O.C(CCCCCCCCC(=O)O)(=O)O